C(C1=CC=C(C(=O)[O-])C=C1)(=O)[O-].[Co+2] cobalt (II) terephthalate